N,N'-dibromourea BrNC(=O)NBr